N[C@@H](CCC(=O)N)COC1=C(C(=CC=C1)CCCC1=CC2=C(N(C(N2C)=O)C2C(NC(CC2)=O)=O)C=C1)Cl (4S)-4-amino-5-(2-chloro-3-[3-[1-(2,6-dioxopiperidin-3-yl)-3-methyl-2-oxo-1,3-benzodiazol-5-yl]propyl]phenoxy)pentanamide